5-fluoro-2-(methoxy-d3)-N-(4-(4,4,5,5-tetramethyl-1,3,2-dioxaborolan-2-yl)benzyl)benzamide FC=1C=CC(=C(C(=O)NCC2=CC=C(C=C2)B2OC(C(O2)(C)C)(C)C)C1)OC([2H])([2H])[2H]